phenanthro[3,2-b]benzofuran C1=C2C3=CC=4OC5=C(C4C=C3C=CC2=CC=C1)C=CC=C5